C(C)N(CCOC1=CC=C(C=C1)NC=1N=CC2=C(N1)N(C(C(=C2)OC2=CC=C(C=C2)F)=O)C)CC 2-({4-[2-(diethylamino)ethoxy]phenyl}amino)-6-(4-fluorophenoxy)-8-methylpyrido[2,3-d]pyrimidin-7(8H)-one